CN1N=CC(=C1C)C=1C=CC=2N=CN=C(C2N1)N1CC2(CCOCC2)C2=CC(=CC=C12)F 1-(6-(1,5-dimethyl-1H-pyrazol-4-yl)pyrido[3,2-d]pyrimidin-4-yl)-5-fluoro-2',3',5',6'-tetrahydrospiro[indoline-3,4'-pyran]